FC1=C(C=CC(=C1C)OC1=CC2=C(N(N=N2)C)C(=C1)F)NC=1C2=C(N=CN1)C=CC(=N2)N2CCN(CC2)C(C=C)=O 1-(4-(4-((2-fluoro-4-((7-fluoro-1-methyl-1H-benzo[d][1,2,3]triazol-5-yl)oxy)-3-methylphenyl)amino)pyrido[3,2-d]pyrimidin-6-yl)piperazin-1-yl)prop-2-en-1-one